FC1=C(C=C(C=C1)C1N(CC(CC1)C)C(C(=O)NC=1C=C(C=NC1)C(=O)N)=O)C 5-[[2-[2-(4-fluoro-3-methyl-phenyl)-5-methyl-1-piperidyl]-2-oxo-acetyl]amino]pyridine-3-carboxamide